4-[5-(aminomethyl)pyrimidin-2-yl]-3-[(2-methyl-5-pyridin-2-ylpyrazol-3-yl)methyl]benzonitrile NCC=1C=NC(=NC1)C1=C(C=C(C#N)C=C1)CC=1N(N=C(C1)C1=NC=CC=C1)C